7-(3-isopropyl-5-(piperidin-4-yl)-1H-indol-2-yl)-5-methyl-1H-pyrazolo[4,3-b]pyridine C(C)(C)C1=C(NC2=CC=C(C=C12)C1CCNCC1)C1=C2C(=NC(=C1)C)C=NN2